OC1OC=C(C2C1C(CC2)C(=O)O)C(=O)OC 1-hydroxy-4-(methoxycarbonyl)-1,4a,5,6,7,7a-hexahydrocyclopenta[c]pyran-7-carboxylic acid